CC1=C(C=C(C(=O)NC=2C=NC=C(C2)C(F)(F)F)C=C1)[C@H]1CN(CC1)C1=CN=C2N1N=C(C=C2)N2CCN(CC2)C (S)-4-methyl-3-(1-(6-(4-methylpiperazin-1-yl)imidazo[1,2-b]pyridazin-3-yl)pyrrolidin-3-yl)-N-(5-(trifluoromethyl)pyridin-3-yl)benzamide